O=S1(CCN(CC1)CC=1N=NN(C1)CCOCCOCCOCCNC(OC(C)(C)C)=O)=O tert-butyl (2-(2-(2-(2-(4-((1,1-dioxidothiomorpholino)methyl)-1H-1,2,3-triazol-1-yl)ethoxy)ethoxy)ethoxy)ethyl)carbamate